4-(8-((S)-2,2-difluorocyclopropane-1-carbonyl)-3,8-diazabicyclo[3.2.1]octane-3-yl)-N-methylpyridazine-3-carboxamide FC1([C@@H](C1)C(=O)N1C2CN(CC1CC2)C2=C(N=NC=C2)C(=O)NC)F